OCN1C(N(C(C1(C)C)=O)CO)=O 1,3-Bis(hydroxy-methyl)-5,5-di-methylimidazolidine-2,4-dione